bis(3,5-di-tert-butylphenyl)anthraquinone C(C)(C)(C)C=1C=C(C=C(C1)C(C)(C)C)C1=C(C=2C(C3=CC=CC=C3C(C2C=C1)=O)=O)C1=CC(=CC(=C1)C(C)(C)C)C(C)(C)C